C(C1=CC=CC=C1)OC(CNC(CC=1N=C(SC1)C1=CC=C2C=CC=C(C2=C1)OCCN1CCN(CC1)C(=O)OC(C)(C)C)=O)=O Tert-Butyl 4-(2-((7-(4-(2-((2-(Benzyloxy)-2-Oxoethyl)Amino)-2-Oxoethyl)Thiazol-2-yl)Naphthalen-1-yl)Oxy)Ethyl)Piperazine-1-Carboxylate